tert-butyl (S)-((4-((1-benzylpyrrolidin-3-yl)oxy)-3-bromo-2,6-difluorophenyl)sulfonyl)(thiazol-4-yl)carbamate C(C1=CC=CC=C1)N1C[C@H](CC1)OC1=C(C(=C(C(=C1)F)S(=O)(=O)N(C(OC(C)(C)C)=O)C=1N=CSC1)F)Br